C1(CCCCC1)C(=O)OC1=CC=CC=C1 cyclohexanecarboxylic acid, phenyl ester